racemic-4-(5-(6-(difluoromethyl)-4-(trifluoromethyl)pyridin-2-yl)-5-(trifluoromethyl)-4,5-dihydroisoxazol-3-yl)-2-methyl-N-(2-oxo-2-((2,2,2-trifluoroethyl)amino)ethyl)benzamide FC(C1=CC(=CC(=N1)[C@]1(CC(=NO1)C1=CC(=C(C(=O)NCC(NCC(F)(F)F)=O)C=C1)C)C(F)(F)F)C(F)(F)F)F |r|